(5R)-5-(6-cyclopropylimidazo[1,2-a]pyridin-2-yl)-3-methylpyrrolidin-3-ol C1(CC1)C=1C=CC=2N(C1)C=C(N2)[C@H]2CC(CN2)(O)C